C1(CCCC1)COC1=CC2=C(N(N=C2C=C1)C)C(=O)NC(CO)(CO)C 5-(cyclopentylmethoxy)-N-(1,3-dihydroxy-2-methylpropan-2-yl)-2-methyl-2H-indazole-3-carboxamide